N-(hex-5-yn-1-yl)isonicotinamide C(CCCC#C)NC(C1=CC=NC=C1)=O